C(#C)C=1C=C(C=CC1)S(=O)(=O)C1N(CCNC1)C1=C(C=NC=C1)C1(C=CC=2N(C1)N=CC2C#N)C=2C=NN(C2)C 6-(4-(((3-ethynylphenyl)sulfonyl)piperazin-1-yl)pyridin-3-yl)-6-(1-methyl-1H-pyrazol-4-yl)pyrazolo[1,5-a]pyridine-3-carbonitrile